C[C@H]1CN(C[C@H](N1)C)C(=O)OC=1C=C2C(=CC=NC2=CC1OCC)OC=1C(=C2C=C(NC2=CC1)C)F 4-((4-fluoro-2-methyl-1H-indol-5-yl) oxy)-7-ethoxyquinolin-6-yl (3s,5r)-3,5-dimethylpiperazine-1-carboxylate